N=[S@@](=O)(C)C[C@H]1[C@@H](N(C1)C(=O)OC(C)(C)C)C |&1:1| rac-tert-butyl (trans)-3-{[imino(methyl)oxo-λ6-sulfanyl]methyl}-2-methylazetidine-1-carboxylate